OC(C(O)C=CC(=O)N)C=CC(=O)N (1,2-dihydroxyethylene)-bis-acrylamide